3-methyl-4-(quinolin-5-yl)-N-(2-(trifluoromethyl)pyridin-4-yl)benzamide CC=1C=C(C(=O)NC2=CC(=NC=C2)C(F)(F)F)C=CC1C1=C2C=CC=NC2=CC=C1